(S)-N-acetyl-leucine C(C)(=O)N[C@@H](CC(C)C)C(=O)O